NC1=C(C=NN1C)C(=O)NCC1=C(C=CC=C1)C(F)(F)F 5-amino-1-methyl-N-(2-(trifluoromethyl)benzyl)-1H-pyrazole-4-carboxamide